ClC=1C=CC(=C(C1)C(C(=O)O)(F)F)OC 2-(5-chloro-2-methoxyphenyl)-2,2-difluoroacetic acid